C(C)OC(=O)[C@H]1C([C@@H]1C(C(C)Br)Br)(C)C (1R)-trans-2,2-dimethyl-3-(1,2-dibromo-n-propyl)cyclopropanecarboxylic acid ethyl ester